P(=O)(O)(O)OC[C@H](NO)C(=O)O 3-phosphohydroxy-serine